FC(OC1=C(C=C(C=C1)F)[C@H](C=1N(C=2C(=C3CC[C@@H](N(C3=CC2)C(=O)OC)C)N1)[C@H]1C[C@@H](CCC1)C(=O)O)O)F (1R,3R)-3-((S)-2-((R)-(2-(difluoromethoxy)-5-fluorophenyl)(hydroxy)methyl)-6-(methoxycarbonyl)-7-methyl-6,7,8,9-tetrahydro-3H-imidazo[4,5-f]quinolin-3-yl)cyclohexane-1-carboxylic acid